FC=1C=C(C=CC1C(F)(F)F)CNC1CNC1 N-[[3-fluoro-4-(trifluoromethyl)phenyl]methyl]azetidin-3-amine